(3-chloro-6-methoxybenzo[b]thiophen-2-yl)(o-tolyl)methanol ClC=1C2=C(SC1C(O)C1=C(C=CC=C1)C)C=C(C=C2)OC